CC1=CC=C(C(=O)OC2=CC[C@]3(CCN([C@H]3C2)C)C2=CC(=C(C=C2)OC)OC)C=C1 [(3aS,7aS)-3a-(3,4-dimethoxyphenyl)-1-methyl-3,4,7,7a-tetrahydro-2H-indol-6-yl] 4-methylbenzoate